NC1=NC=2C=C(C(=CC2C2=C1C=NN2C)C(=O)N(CC)CC2=NC=C(C=C2)Br)F 4-amino-N-((5-bromopyridin-2-yl)methyl)-N-ethyl-7-fluoro-1-methyl-1H-pyrazolo[4,3-c]quinoline-8-carboxamide